(1R)-1-(6-methylpyridin-3-yl)ethanol CC1=CC=C(C=N1)[C@@H](C)O